4-propoxy-4-oxobutanoic acid C(CC)OC(CCC(=O)O)=O